silylpropenyl glycidyl ether C(C1CO1)OC=CC[SiH3]